ClC1=CC=C(C(=O)NCC=2N=NN(C2)C2=NC=CC(=C2)Cl)C=C1 4-chloro-N-((1-(4-chloropyridin-2-yl)-1H-1,2,3-triazol-4-yl)methyl)benzamide